2-((5-chloro-2-(diallylamino)phenyl)amino)-2-oxoacetic acid ClC=1C=CC(=C(C1)NC(C(=O)O)=O)N(CC=C)CC=C